C(C1=CC=CC=C1)N1[13CH]=NC2=C1C=CC=C2 1-benzyl[2-13C]benzimidazole